O1CC(CC12CCNCC2)NC(OC(C)(C)C)=O t-butyl 1-oxa-8-azaspiro[4.5]dec-3-yl-carbamate